C1(CC1)[C@@H](C=O)NC(OC(C)(C)C)=O tert-butyl (S)-(1-cyclopropyl-2-oxoethyl)carbamate